(R)-S-(2-(3-(4-((bis(benzyloxy) phosphoryl)oxy)-2-hydroxy-3,3-dimethylbutanamido) propanamido)ethyl) (E)-but-2-enethioate C(\C=C\C)(SCCNC(CCNC([C@@H](C(COP(=O)(OCC1=CC=CC=C1)OCC1=CC=CC=C1)(C)C)O)=O)=O)=O